2-(2,6-diisopropylphenyl)-N-((5,5-dimethyl-4-oxo-4,5,6,7-tetrahydrobenzofuran-2-yl)sulfonyl)acetamide C(C)(C)C1=C(C(=CC=C1)C(C)C)CC(=O)NS(=O)(=O)C=1OC2=C(C1)C(C(CC2)(C)C)=O